N-(3-Chloro-4-methylphenyl)-N1-(3-methoxyphenyl)-6-morpholin-4-yl-[1,3,5]triazine-2,4-diamine ClC=1C=C(C=CC1C)NC1N(C(=NC(=N1)N)N1CCOCC1)C1=CC(=CC=C1)OC